C(C)NC=1C=C(CN2C3=C(C=C4N(C(C=5C=CC=C2C45)=O)C)C=CC=N3)C=CC1 6-(3-(ethylamino)benzyl)-1-methyl-1,6-dihydro-2H-pyrido[3',2':6,7]azepino[4,3,2-cd]isoindol-2-one